CCCCOCCO The molecule is a primary alcohol that is ethanol in which one of the methyl hydrogens is replaced by a butoxy group. A high-boiling (171℃) colourless liquid, it is used as a solvent for paints and inks, as well as in some dry cleaning solutions. It has a role as a protic solvent. It is a primary alcohol and an ether.